2-Amino-6-(carboxymethylamino)hexanoic acid NC(C(=O)O)CCCCNCC(=O)O